6-amino-1-ethyl-5-nitro-3-(trifluoromethyl)-1,2-dihydropyridin-2-one NC1=C(C=C(C(N1CC)=O)C(F)(F)F)[N+](=O)[O-]